7-bromo-6-chloro-8-((2-hydroxyethyl)thio)quinazoline-2,4-diol BrC1=C(C=C2C(=NC(=NC2=C1SCCO)O)O)Cl